OCCN1[C@@H]2CN([C@H](C1)C2)C(=O)OC(C)(C)C tert-butyl (1s,4s)-5-(2-hydroxyethyl)-2,5-diazabicyclo[2.2.1]heptane-2-carboxylate